CCCC(CCCCCCCC)OC(=O)OCCCCCCN(CCCCCCCC(=O)OC(CCCCCCCC)CCCCCCCC)CCO heptadecan-9-yl 8-((6-(((dodecan-4-yloxy)carbonyl)oxy)hexyl)(2-hydroxyethyl)amino)octanoate